C12(C=CC3=CC(=CC=C13)O)C=CC1=CC=C(C=C12)O spirobi[indene]-5,6'-diol